4-(3-cyano-4-isopropoxy-phenyl)-1H-imidazole-2-carboxylic acid ethyl ester C(C)OC(=O)C=1NC=C(N1)C1=CC(=C(C=C1)OC(C)C)C#N